C1=CC2=C3C(=CC4=CC=CC5=CC=C1C3=C45)C=C2 cyclopenta(cd)pyrene